(e)-N-isopropyl-1-(naphthalen-2-yl)ethan-1-imine oxide C(C)(C)\[N+](=C(\C)/C1=CC2=CC=CC=C2C=C1)\[O-]